C(C(F)F)(C(=O)O)F 3-trifluoropropionic acid